2-[[cis-3-[2-oxo-3-(3-oxo-4H-pyrido[3,2-b][1,4]oxazin-6-yl)-1,3-oxazolidin-5-yl]cyclobutyl]amino]-2,3-dihydro-1H-indene-4-carbonitrile O=C1OC(CN1C=1C=CC=2OCC(NC2N1)=O)[C@H]1C[C@H](C1)NC1CC=2C=CC=C(C2C1)C#N